FC(C(C(C(C(C(C(C(F)(F)F)(F)F)(F)F)(F)F)(F)F)(F)F)(F)F)(CC[Si](Cl)(Cl)Cl)F 2-(perfluorooctyl)ethyltrichlorosilane